N-(4-amino-1-(2-chlorophenyl)-3,4-dioxobutan-2-yl)-4-(2-fluorophenyl)-2-methyloxazole-5-carboxamide NC(C(C(CC1=C(C=CC=C1)Cl)NC(=O)C1=C(N=C(O1)C)C1=C(C=CC=C1)F)=O)=O